4-{(3R)-3-[8-amino-1-(2-fluoro-4-{[4-(trifluoromethyl)pyridin-2-yl]carbamoyl}phenyl)imidazo[1,5-a]pyrazin-3-yl]piperidin-1-yl}-1-methylcyclohexanecarboxylic acid NC=1C=2N(C=CN1)C(=NC2C2=C(C=C(C=C2)C(NC2=NC=CC(=C2)C(F)(F)F)=O)F)[C@H]2CN(CCC2)C2CCC(CC2)(C(=O)O)C